3-bromo-4,5,6,7-tetrahydrothieno[3,2-c]pyridine hydrochloride Cl.BrC1=CSC2=C1CNCC2